ethyl 2-methyl-2-(2-oxopropoxy)propanoate CC(C(=O)OCC)(C)OCC(C)=O